C(C1=CC=CC=C1)N1C(C=2C=C(N=CC2CC1)CNC(OCCCC)=O)C Butyl ((6-benzyl-5-methyl-5,6,7,8-tetrahydro-2,6-naphthyridin-3-yl)methyl)carbamate